NC1=NC(N(C=C1)[C@@H]1CS[C@@H](O1)C1=C(C(=O)OC)C=CC(=C1O)O)=O methyl ((2R,5S)-5-(4-amino-2-oxopyrimidin-1(2H)-yl)-1,3-oxathiolan-2-yl)-3,4-dihydroxybenzoate